4-((3-(2-isopropylphenyl)-4-(7-azaspiro[3.5]nonan-2-yl)piperazin-1-yl)methyl)-N,N-dimethylaniline C(C)(C)C1=C(C=CC=C1)C1CN(CCN1C1CC2(C1)CCNCC2)CC2=CC=C(N(C)C)C=C2